O=C(\C=C\C1=CC(=CC=C1)O)N1CCCCC1 1-[1-oxo-3-(3-hydroxyphenyl)-2E-propenyl]piperidine